C1(=CC=CC=C1)N1NC(=CC1C1=CC=C(C=C1)C(C)(C)C)C=CC1=CC=C(C=C1)C(C)(C)C 1-phenyl-3-(4-t-butyl-styryl)-5-(4-t-butyl-phenyl)-pyrazoline